N1(CCNCCC1)C1=C(C=NC=C1)NCC=1C=C2N=CC=NC2=CC1F 4-(1,4-Diazepan-1-yl)-N-((7-fluoroquinoxalin-6-yl)methyl)pyridin-3-amine